5'-((3-aminopropyl)amino)-5'-deoxyadenosine NCCCNC[C@@H]1[C@H]([C@H]([C@@H](O1)N1C=NC=2C(N)=NC=NC12)O)O